5-Fluoropyridin FC=1C=CC=NC1